Isocyanodithiobenzoate [N+](#[C-])C1=C(C(=S)[S-])C=CC=C1